OC=1C(=NC=C(C1C)C=1C=NN(C1)C1=CC=CC=C1)C(=O)NCC(=O)O (3-hydroxy-4-methyl-5-(1-phenyl-1H-pyrazol-4-yl)picolinoyl)glycine